9,9-difluoro-3-thia-7-azabicyclo[3.3.1]nonane 3,3-dioxide FC1(C2CS(CC1CNC2)(=O)=O)F